FC(C1=CC=CC(=N1)C1=NN(C=C1C1=C(N=C(O1)C=1C=NNC1)C(=O)N)C1CCC(CC1)N1C[C@H](O[C@H](C1)C)C)F (3-(6-(difluoromethyl)pyridin-2-yl)-1-((1R,4r)-4-((2R,6S)-2,6-dimethylmorpholinyl)cyclohexyl)-1H-pyrazol-4-yl)-2-(1H-pyrazol-4-yl)oxazole-4-carboxamide